4-(1H-imidazol-1-yl)-N-((1r,3r)-3-(2-(trifluoromethyl)pyridin-4-yl)cyclobutyl)pyrimidine-2-carboxamide N1(C=NC=C1)C1=NC(=NC=C1)C(=O)NC1CC(C1)C1=CC(=NC=C1)C(F)(F)F